N-(1-methyl-3-(trifluoromethyl)-1H-pyrazol-5-yl)benzamide CN1N=C(C=C1NC(C1=CC=CC=C1)=O)C(F)(F)F